2-(4,4-difluoroazepan-1-yl)-4-methoxyquinoline-3-carboxamide FC1(CCN(CCC1)C1=NC2=CC=CC=C2C(=C1C(=O)N)OC)F